3-chloro-pyrazolo[1,5-a]pyridin-5-ylamine ClC=1C=NN2C1C=C(C=C2)N